C(CCCC=CCC=CCCCCC)(=O)O 5,8-Tetradecadienoic acid